1-[4-[(1S,2R)-6-hydroxy-2-indan-4-yl-tetralin-1-yl]phenyl]piperidine-4-carbaldehyde OC=1C=C2CC[C@H]([C@H](C2=CC1)C1=CC=C(C=C1)N1CCC(CC1)C=O)C1=C2CCCC2=CC=C1